tert-butyl ((2R,4S,5R)-2-((S)-1-(4-fluorophenyl)-1,2,3,4-tetrahydroisoquinoline-2-carbonyl)-5-(methylthio)tetrahydro-2H-pyran-4-yl)(tosyl)carbamate FC1=CC=C(C=C1)[C@@H]1N(CCC2=CC=CC=C12)C(=O)[C@@H]1OC[C@@H]([C@H](C1)N(C(OC(C)(C)C)=O)S(=O)(=O)C1=CC=C(C)C=C1)SC